FC1=C(C=C(C=C1C(F)(F)F)C1=NN(C2=CC(=CC=C12)C=1CCN(CC1)S(=O)(=O)C)C)O 2-Fluoro-5-(1-methyl-6-(1-(methylsulfonyl)-1,2,3,6-tetrahydropyridin-4-yl)-1H-indazol-3-yl)-3-(trifluoromethyl)phenol